NC1=NC=NC2=C(C=CC=C12)C(=O)NC1=C2C=CN=C(C2=CC=C1C)NC1=C(C=CC(=C1)S(=O)(=O)C)F 4-amino-N-(1-((2-fluoro-5-(methylsulfonyl)phenyl)amino)-6-methylisoquinolin-5-yl)quinazolin-8-carboxamide